dibutyltin bis(ethyl acetoacetate) C(C)CC(CC(=O)[O-])=O.C(C)CC(CC(=O)[O-])=O.C(CCC)[Sn+2]CCCC